ClC=1C(=NC=C(C1)[N+](=O)[O-])N1N=CN=N1 3-chloro-5-nitro-2-(2H-tetrazol-2-yl)pyridine